OC(CNC(=O)N)C(C(C(CO)O)O)O N-(2,3,4,5,6-pentahydroxyhexyl)urea